[Br-].C(CCCCCCCC)[P+](C1=CC=CC=C1)(C1=CC=CC=C1)C1=CC=CC=C1 nonyl-(triphenyl)phosphonium bromide